alpha-(tert-butyl-peroxymethyl)styrene C(C)(C)(C)OOCC(=C)C1=CC=CC=C1